N-(4-(1H-tetrazol-5-yl)phenyl)-5-(5-(4-ethylbenzyl)-2,4-dioxothiazolidin-3-yl)pentanamide N1N=NN=C1C1=CC=C(C=C1)NC(CCCCN1C(SC(C1=O)CC1=CC=C(C=C1)CC)=O)=O